CC(=CCC/C(=C/CC/C(=C/CC/C(=C/CC/C(=C/CC/C(=C/CC/C(=C/CC/C(=C/CC/C(=C/CC1=C(C(=CC(=C1)C(=O)O)OC)O)/C)/C)/C)/C)/C)/C)/C)/C)C The molecule is a monohydroxybenzoic acid that is 4-hydroxybenzoic acid in which the hydrogens at positions 3 and 5 are substituted by a methoxy and a nonaprenyl group. It is a member of phenols, a monohydroxybenzoic acid and a methoxybenzoic acid. It derives from a 3-nonaprenyl-4,5-dihydroxybenzoic acid. It is a conjugate acid of a 3-nonaprenyl-4-hydroxy-5-methoxybenzoate.